3-(4-bromo-3-methoxyphenyl)-1-methyl-1H-1,2,4-triazole BrC1=C(C=C(C=C1)C1=NN(C=N1)C)OC